COC1=CC=C(C=C2N=C(OC2=O)C=CC2=CC=C(C=C2)Cl)C=C1 4-(4-methoxybenzylidene)-2-(4-chlorostyryl)oxazol-5(4H)-one